3-(3,6-dihydro-2H-pyran-4-yl)-1-((tetrahydro-2H-pyran-4-yl)methyl)-1H-pyrrole-2,5-dione O1CCC(=CC1)C=1C(N(C(C1)=O)CC1CCOCC1)=O